2-[3-(tert-Butoxycarbonylamino)cyclopentyl]acetic acid ethyl ester C(C)OC(CC1CC(CC1)NC(=O)OC(C)(C)C)=O